N4-(3-(1H-imidazol-1-yl)propyl)-N2,N2,N6,N6-tetrakis(2-methoxyethyl)-8-(4-methoxypiperidin-1-yl)pyrimido[5,4-d]pyrimidine-2,4,6-triamine N1(C=NC=C1)CCCNC=1C2=C(N=C(N1)N(CCOC)CCOC)C(=NC(=N2)N(CCOC)CCOC)N2CCC(CC2)OC